(hydroxymethyl-d2)-3,6-dihydropyridine-1(2H)-carboxylic acid tert-butyl ester C(C)(C)(C)OC(=O)N1C(CC=CC1)C([2H])([2H])O